C(C)(C)C=1C=NN2C1N=CN=C2NC2=CC(=CC=C2)[N+](=O)[O-] 8-isopropyl-4-((3-nitrophenyl)amino)pyrazolo[1,5-a][1,3,5]triazine